4-amino-2'-bromo-5',6'-difluorospiro[cyclohexane-1,1'-indene] NC1CCC2(C(=CC3=CC(=C(C=C23)F)F)Br)CC1